C(C)C1=CC=C(C=C1)S(=O)(=O)C=1C=NC2=CC=C(C=C2C1N1CCC(CC1)O)C 1-(3-((4-ethylphenyl)sulfonyl)-6-methylquinolin-4-yl)piperidin-4-ol